NC1=NC2=C(C=3N1N=C(N3)C=3OC=CC3)C=NN2C(C(=O)NC2COC3=C2C=CC=C3)C3=CC=CC=C3 2-(5-amino-2-(furan-2-yl)-7H-pyrazolo[4,3-e][1,2,4]triazolo[1,5-c]pyrimidin-7-yl)-N-(2,3-dihydrobenzofuran-3-yl)-2-phenylacetamide